calcium bromolactobionate C([C@@H]1[C@@H]([C@@H]([C@H]([C@@H](O1)O[C@H]([C@@H](CO)O)[C@@H]([C@H](C(=O)[O-])O)O)O)O)O)O.C([C@@H]1[C@@H]([C@@H]([C@H]([C@@H](O1)O[C@H]([C@@H](CO)O)[C@@H]([C@H](C(=O)[O-])O)O)O)O)O)O.[Ca+2].[Ca+2].[Br-].[Br-]